(3R)-N-(4-{4-carbamoyl-5-[(pyrazin-2-yl)amino]-1H-pyrazol-3-yl}phenyl)-3-phenylpiperidine-1-carboxamide C(N)(=O)C=1C(=NNC1NC1=NC=CN=C1)C1=CC=C(C=C1)NC(=O)N1C[C@H](CCC1)C1=CC=CC=C1